FC(C=1C=NC(=NC1)N[C@H]1CN(CCC1)C1=NC=C2N1C=CN=C2N2CC1CCC(C2)N1C(C=C)=O)(F)F 1-(3-(3-((R)-3-((5-(Trifluoromethyl)pyrimidin-2-yl)amino)piperidin-1-yl)imidazo[1,5-a]pyrazin-8-yl)-3,8-diazabicyclo[3.2.1]octan-8-yl)prop-2-en-1-one